BrC1=NN=CO1 5-bromo-1,3,4-oxadiazol